2-(2-(cyclopropanesulfonylamino)thiazol-4-yl)-N-(4-(5-ethoxypyridin-3-yl)-2-fluorophenyl)-2-methylpropanamide C1(CC1)S(=O)(=O)NC=1SC=C(N1)C(C(=O)NC1=C(C=C(C=C1)C=1C=NC=C(C1)OCC)F)(C)C